CC1=C(C=CC=C1C(F)(F)F)[C@@H](C)NC1=C2C(=CN=N1)C=NC(=C2)N2CCNCC2 (R)-N-(1-(2-methyl-3-(trifluoromethyl)phenyl)ethyl)-7-(piperazin-1-yl)pyrido[3,4-d]pyridazin-1-amine